BrC1=C2C3(C(NC2=CC(=C1)C(=O)O)=O)CC(CC3)O 4'-bromo-3-hydroxy-2'-oxospiro[cyclopentane-1,3'-indoline]-6'-carboxylic acid